3-aminopropyl-di(trimethyl-siloxy)methylsilane NCCC[SiH2]C(O[Si](C)(C)C)O[Si](C)(C)C